COC1=CC=C(C=C1)CNC=1C=NC=2CCN(CC2C1)C1=C(C(=C(N=N1)C#N)C)C 6-[3-[(4-methoxyphenyl)methylamino]-7,8-dihydro-5H-1,6-naphthyridin-6-yl]-4,5-dimethyl-pyridazine-3-carbonitrile